C(CCCCC)C(C(=O)OCCCCCCN(CCCCCCOC(=O)C(CCCCCCCC)CCCCCC)CCNCCCC(N(CC)CC)=O)CCCCCCCC 6-((2-(3-(N,N-diethylcarbamoyl)propylamino)ethyl)(6-(1-hexylnonylcarbonyloxy)hexyl)amino)hexyl 2-hexyldecanoate